{(1,1':3',1''-terphenyl)-4'-yl}trifluoromethanesulfonate C1(=CC=CC=C1)C1=CC(=C(C=C1)OS(=O)(=O)C(F)(F)F)C1=CC=CC=C1